6-(5-methyl-3,4-dihydro-2H-quinoxalin-1-yl)pyrido[2,3-d]pyrimidin-7-one CC1=C2NCCN(C2=CC=C1)C1C=C2C(N=CN=C2)=NC1=O